C(C)(C)(C)[S@@](=O)N=CCCNC(OC(C)(C)C)=O |r| tert-butyl (RS)-(3-((tert-butylsulfinyl)imino)propyl)carbamate